potassium 1,2-dihydropyridin-2-one N1C(C=CC=C1)=O.[K]